(1R,3S)-3-{5-[(1-methyl-2,2-dioxo-1,3-dihydro-2λ6-benzo[2,1-c][1,2]thiazol-6-yl)amino]-2-(2-methylprop-2-yl)pyrazol-3-yl}cyclopentyl (prop-2-ylamino)methanoate CC(C)NC(=O)O[C@H]1C[C@H](CC1)C=1N(N=C(C1)NC1=CC=2N(S(CC2C=C1)(=O)=O)C)C(C)(C)C